2-[(diphenylmethyl)amino]-6-(hydroxymethyl)-5-methoxy-3-methyl-3,4-dihydropyrimidin-4-one C1(=CC=CC=C1)C(C1=CC=CC=C1)NC1=NC(=C(C(N1C)=O)OC)CO